3-(6-methoxy-3,4-dihydro-2H-quinolin-1-yl)piperidine-2,6-dione COC=1C=C2CCCN(C2=CC1)C1C(NC(CC1)=O)=O